3-(p-isopropylphenyl)-2-methylpropionaldehyde C(C)(C)C1=CC=C(C=C1)CC(C=O)C